6,7-dihydro-2-nitro-6-[[4-(trifluoromethoxy)phenyl]methoxy]-5H-imidazo[2,1-B][1,3]oxazine [N+](=O)([O-])C=1N=C2OCC(CN2C1)OCC1=CC=C(C=C1)OC(F)(F)F